CN(C1CCC(CC1)CNC=1C(=CN(C(C1)=O)C1CCOCC1)C(=O)N[C@H](C)C1=C(C(=CC=C1)C(F)(F)F)C)C 4-((((1r,4R)-4-(dimethylamino)cyclohexyl)methyl)amino)-N-((R)-1-(2-methyl-3-(trifluoromethyl)phenyl)ethyl)-6-oxo-1-(tetrahydro-2H-pyran-4-yl)-1,6-dihydropyridine-3-carboxamide